(3R,9R*)-N-(3-Cyano-4-fluorophenyl)-11,11-difluoro-9-hydroxy-3-methyl-3,4,8,9,10,11-hexahydro-1H-pyrido[4',3':3,4]pyrazolo[1,5-a]azepine-2(7H)-carboxamide C(#N)C=1C=C(C=CC1F)NC(=O)N1CC=2C(=NN3C2C(C[C@@H](CC3)O)(F)F)C[C@H]1C |o1:21|